CCCCCCCCC(CCCCCCCC)OC(CCCCCCCN(CCCCCCCC(OC(CC)CCCCCCCC)=O)CCCN1C=CC2=CC(=CC=C12)[N+](=O)[O-])=O 8-((3-(5-Nitro-1H-indol-1-yl)propyl)(8-oxo-8-(undecan-3-yloxy)octyl)amino)caprylic acid heptadecan-9-yl ester